1-(tert-butoxycarbonyl)-4-(trifluoromethyl)pyrrolidine-2-carboxylic acid C(C)(C)(C)OC(=O)N1C(CC(C1)C(F)(F)F)C(=O)O